C(CCCC(C)C)NCCCCC(C)C di-iso-heptylamine